((3R)-8-(2-(difluoromethyl)-5-fluorophenoxy)-1,7-dimethyl-2-oxo-1,2,3,4-tetrahydroquinolin-3-yl)urea FC(C1=C(OC=2C(=CC=C3C[C@H](C(N(C23)C)=O)NC(=O)N)C)C=C(C=C1)F)F